(3-(4-(aminomethyl)-4-cyclobutylpiperidin-1-yl)-6-(2,3-dichlorophenyl)-5-methylpyrazin-2-yl)methanol NCC1(CCN(CC1)C=1C(=NC(=C(N1)C)C1=C(C(=CC=C1)Cl)Cl)CO)C1CCC1